C(C)N(CC)CC.CC([C@H](NC(C(F)(F)F)=O)C(=O)O)(C)C 3-methyl-N-(trifluoroacetyl)-L-valine triethylamine salt